6-(1,3-benzodioxol-5-yl)-3-(4-pyridyl)imidazo[1,2-b]pyridazine O1COC2=C1C=CC(=C2)C=2C=CC=1N(N2)C(=CN1)C1=CC=NC=C1